C(C)(=O)OCCC1=CC=C(C=C1)O (l)-4-(2-acetoxy-ethyl)phenol